C(C)OCCC(C1=CC(=CC=C1)C(N[C@H]1[C@@H](CC2=CC=CC=C12)O)=O)N1C(NC(CC1=O)(C)C)=[NH2+] [1-[3-ethoxy-1-[3-[[(1R,2R)-2-hydroxyindan-1-yl]carbamoyl]phenyl]propyl]-4,4-dimethyl-6-oxo-hexahydropyrimidin-2-ylidene]ammonium